4-fluoroanisole FC1=CC=C(C=C1)OC